FC1=C(C(=CC=2N(C(=NC21)S(=O)(=O)C)COCC[Si](C)(C)C)F)I 2-[(4,6-difluoro-5-iodo-2-methylsulfonyl-benzimidazol-1-yl)methoxy]ethyl-trimethyl-silane